NC1=C2CC[C@@H](N(C2=CC=C1NC1CN(C1)C(=O)OC(C)(C)C)C(=O)OC)C methyl (2S)-5-amino-6-([1-[(tert-butoxy)carbonyl]azetidin-3-yl]amino)-2-methyl-1,2,3,4-tetrahydroquinoline-1-carboxylate